BrC1=CC2=C(C=C1OC)CSC1=C2N(N=C1C(=O)O)C1=CC(=CC(=C1)Cl)Cl 8-bromo-1-(3,5-dichlorophenyl)-7-methoxy-5H-isothiochromeno[4,3-c]pyrazole-3-carboxylic acid